C(C)[C@@H]1CN(C[C@@H]1C1=CN=C2N1C1=C(N=C2)N(C=C1)S(=O)(=O)C1=CC=C(C)C=C1)C(=O)NCC(F)(F)F (3S,4R)-3-ethyl-4-(3-tosyl-3H-imidazo[1,2-a]pyrrolo[2,3-e]pyrazin-8-yl)-N-(2,2,2-trifluoroethyl)pyrrolidine-1-carboxamide